hydrazine-1-carboxylic acid N(N)C(=O)O